p-Tolyl [methyl 5-acetamido-3,4,7,8,9-penta-O-acetyl-5-deoxy-D-erythro-α-L-gluco-non-2-ulopyranosonate] C[C@]1([C@](C(=O)OC2=CC=C(C=C2)C)(O)O[C@H]([C@@H]([C@H]1OC(C)=O)NC(C)=O)[C@H](OC(C)=O)[C@H](OC(C)=O)COC(C)=O)OC(C)=O